ClC1=CC=2NC3=CC=CC=C3C2C=C1 2-chloro-9H-carbazole